(S)-1-((R or S)-3-(2-(5-fluoro-thiophen-2-yl)ethyl)-1-(2-(6-methylpyridin-3-yl)propan-2-yl)pyrrolidin-3-yl)ethylcarbamate FC1=CC=C(S1)CC[C@@]1(CN(CC1)C(C)(C)C=1C=NC(=CC1)C)[C@H](C)NC([O-])=O |o1:8|